methyl 6-{1-[(4-fluorophenyl)carbamoyl] cyclobutyl}-3,4-dihydro-1,5-naphthyridine-1(2H)-carboxylate FC1=CC=C(C=C1)NC(=O)C1(CCC1)C=1N=C2CCCN(C2=CC1)C(=O)OC